2-aminoethane-1,1-disulfonic acid ammonium [NH4+].NCC(S(=O)(=O)O)S(=O)(=O)O